NCCOCCOCCOCCN1N=NC(=C1)C=1C(=CC(=NC1)N1N=CC=2C1=NC=C(C2)C#N)NC2CC2 1-[5-[1-[2-[2-[2-(2-aminoethoxy)ethoxy]ethoxy]ethyl]triazol-4-yl]-4-(cyclopropylamino)-2-pyridyl]pyrazolo[3,4-b]pyridine-5-carbonitrile